COCCS(=O)(=O)N1[C@H]2CN(C[C@@H]1CC2)C2=NC(=NC1=CC(=CC=C21)C2=CC(=CC1=CC=CC=C21)O)OCC21CCCN1CCC2 4-(4-((1R,5S)-8-((2-methoxyethyl)sulfonyl)-3,8-diazabicyclo[3.2.1]octan-3-yl)-2-((tetrahydro-1H-pyrrolizin-7a(5H)-yl)methoxy)quinazolin-7-yl)naphthalen-2-ol